[N+](=O)([O-])C1=CC=C(C=C1)CC(=O)O 4-nitrophenylacetic acid